ClC1=CC=C(C=C1)C1=C(N=C(N1)C1=CC=C(C=C1)OCC1=C(C=CC=C1)F)C 5-(4-chlorophenyl)-2-(4-((2-fluorobenzyl)oxy)phenyl)-4-methyl-1H-imidazole